trans-3-((tert-butyldiphenylsilyl)oxy)cyclopentyl methanesulfonate CS(=O)(=O)O[C@@H]1C[C@H](CC1)O[Si](C1=CC=CC=C1)(C1=CC=CC=C1)C(C)(C)C